oxalic acid, fluoride C(C(=O)F)(=O)F